C(\C=C\CC)(=O)O trans-2-Pentenoic Acid